tert-butyl 3-ethyl-5-(4,4,5,5-tetramethyl-1,3,2-dioxaborolan-2-yl)indazole-1-carboxylate C(C)C1=NN(C2=CC=C(C=C12)B1OC(C(O1)(C)C)(C)C)C(=O)OC(C)(C)C